dimethyl-2-hydroxyethyl-2,3-dihexadecyloxypropylammonium bromide [Br-].C[N+](CC(COCCCCCCCCCCCCCCCC)OCCCCCCCCCCCCCCCC)(CCO)C